O1C(=CC=C1)C(=O)[O-].O1C(=CC=C1)C(=O)[O-].O1C(=CC=C1)C(=O)[O-].C1(=CC=CC=C1)[S+](C1=CC=CC=C1)C1=CC=CC=C1.C1(=CC=CC=C1)[S+](C1=CC=CC=C1)C1=CC=CC=C1.C1(=CC=CC=C1)[S+](C1=CC=CC=C1)C1=CC=CC=C1 phenyldiphenylsulfonium trifurate